C(CCCC)C1=C(C(=C(C(=C1C1=C(C=CC=C1)F)C1=CC=CC=C1)F)F)F pentylphenyl-2',3,4,5-tetrafluorobiphenyl